COCCC=1C=C(C=C(C1)O)O 5-(2-methoxyethyl)benzene-1,3-diol